ethyl 3-hydrazino-3-oxo-propanoate N(N)C(CC(=O)OCC)=O